C[C@@H]([C@@H](CCCC1=CC=CC=C1)C(=O)N[C@H](C(=O)NC)C(C)(C)C)N(C=O)O The molecule is a L-valine derivative that is 3-methyl-L-valine in which carboxy OH group is replaced by a methylnitrilo group and the one of the amino hydrogens is replaced by a (2R)-2-{(1S)-1-[formyl(hydroxy)amino]ethyl}-5-phenylpentanoyl group. It is a potent MMP9 and ADAM10 metalloprotease inhibitor with IC50 of 2.5 and 5.3 nM, respectively. It has a role as an apoptosis inducer, an antineoplastic agent, a matrix metalloproteinase inhibitor and an EC 3.4.24.* (metalloendopeptidase) inhibitor. It is a L-valine derivative, an aldehyde and a member of hydroxylamines.